CN1C=NC(=C1)NC=1C2=C(N=C(N1)N1C(CCC1)C1=NC=CC=C1)C=CS2 N-(1-methyl-1H-imidazol-4-yl)-2-(2-(pyridin-2-yl)pyrrolidin-1-yl)thieno[3,2-d]pyrimidin-4-amine